D-3,4,5-trifluorophenylalanine FC=1C=C(C[C@@H](N)C(=O)O)C=C(C1F)F